COCC(OCC(OCC(C)OC1=CC=CC=C1)C)C tripropylene glycol phenyl methyl ether